1,10-Decandiol C(CCCCCCCCCO)O